tert-Butyl 3-(4'-chloro-2-methylsulfinyl-spiro[6,8-dihydro-5H-quinazoline-7,1'-indane]-4-yl)-3,8-diazabicyclo[3.2.1]octane-8-carboxylate ClC1=C2CCC3(C2=CC=C1)CCC=1C(=NC(=NC1C3)S(=O)C)N3CC1CCC(C3)N1C(=O)OC(C)(C)C